BrCC=1OC=C(N1)C(C)(C)C 2-(bromometh-yl)-4-tert-butyl-oxazole